tert-Butyl (S)-3-((4-(2-(4-(2-cyclohexylacetamido)-2,3-dimethylphenoxy)pyridin-3-yl)pyrimidin-2-yl)amino)piperidine-1-carboxylate C1(CCCCC1)CC(=O)NC1=C(C(=C(OC2=NC=CC=C2C2=NC(=NC=C2)N[C@@H]2CN(CCC2)C(=O)OC(C)(C)C)C=C1)C)C